1-(N-methyl-pyrrol-2-yl)prop-2-en-1-one CN1C(=CC=C1)C(C=C)=O